BrC1CC2(C(N(C3=NC=CC=C32)COCC[Si](C)(C)C)=O)CCC1=O 3-Bromo-1'-((2-(trimethylsilyl)ethoxy)methyl)spiro[cyclohexane-1,3'-pyrrolo[2,3-b]pyridine]-2',4(1'H)-dione